3-(4-(8-Aminoimidazo[1,2-a]pyrazin-3-yl)-1H-pyrazol-1-yl)-N-(3-chloro-2-fluorophenyl)-4-methylbenzamide NC=1C=2N(C=CN1)C(=CN2)C=2C=NN(C2)C=2C=C(C(=O)NC1=C(C(=CC=C1)Cl)F)C=CC2C